C(C)(C)(C)N(C(O)=O)CC1=NN2C(C=C(C=C2Br)C2CC2)=C1.OCCCOC1=CC=C(C=O)C=C1 4-(3-Hydroxypropoxy)benzaldehyd tert-butyl-((7-bromo-5-cyclopropylpyrazolo[1,5-a]pyridin-2-yl)methyl)carbamate